CC1=C(O)C=C(C=C1O)C 2,5-dimethylresorcinol